6-((3-methoxy-4-((6-methylpyridin-3-yl)methoxy)phenyl)amino)-3-morpholinoquinoxaline-5-carbonitrile COC=1C=C(C=CC1OCC=1C=NC(=CC1)C)NC1=C(C=2N=C(C=NC2C=C1)N1CCOCC1)C#N